(1S,2S)-2-(aminomethyl)cyclohexan-1-ol hydrochloride Cl.NC[C@H]1[C@H](CCCC1)O